imino(4-methoxyphenyl)(methyl)-λ6-sulfanone N=S(=O)(C)C1=CC=C(C=C1)OC